ClC1=NN=C(C2=CC=CC=C12)N[C@H]1CN(CCC1)C(=O)OC(C)(C)C Tert-butyl (R)-3-((4-chlorophthalazin-1-yl)amino)piperidin-1-formate